FC1=C(C#N)C=CC(=C1)C=1N=C2N(C=CN=C2NC2CNCC2)C1C1=CC(=C(C=C1)OC)F 2-fluoro-4-(3-(3-fluoro-4-methoxyphenyl)-8-(pyrrolidin-3-ylamino)imidazo[1,2-a]pyrazin-2-yl)benzonitrile